Neopentyl ((1-((1r,4r)-4-(Cyanomethyl)cyclohexyl)-1,6-dihydroimidazo[4,5-d]pyrrolo[2,3-b]pyridin-2-yl)methyl)carbamate C(#N)CC1CCC(CC1)N1C(=NC=2C1=C1C(=NC2)NC=C1)CNC(OCC(C)(C)C)=O